5-((Dimethylamino)methyl)-4-iodopyridin-2(1H)-one CN(C)CC=1C(=CC(NC1)=O)I